[Si](C)(C)(C(C)(C)C)OC1=C(C=C(C=C1)CN1C=CC2=CC=CC=C12)C1OCCO1 1-({4-[(tert-butyldimethylsilyl)oxy]-3-(1,3-dioxolan-2-yl)phenyl}methyl)indol